C(C1=CC=CC=C1)OCC1CCC(CC1)C=1SC(=C(N1)C(F)F)C(=O)NC=1C=NN2C1N=CC=C2 2-[4-(benzyloxymethyl)cyclohexyl]-4-(difluoromethyl)-N-pyrazolo[1,5-a]pyrimidin-3-yl-thiazole-5-carboxamide